coumarincitric acid O1C(=O)C(=CC2=CC=CC=C12)C(C(CC(=O)O)(O)C(=O)O)C(=O)O